2-((2-(1,3-dioxolan-2-yl)-3,4-difluorophenyl)amino)-N-(2-bromo-6-methoxypyridin-3-yl)-5-fluoro-4-(trifluoromethyl)benzamide O1C(OCC1)C1=C(C=CC(=C1F)F)NC1=C(C(=O)NC=2C(=NC(=CC2)OC)Br)C=C(C(=C1)C(F)(F)F)F